4-(2-(methylthio)propionyl)-3-(5-(p-tolyl)-1H-imidazol-2-yl)piperazine-1-carboxylic acid tert-butyl ester C(C)(C)(C)OC(=O)N1CC(N(CC1)C(C(C)SC)=O)C=1NC(=CN1)C1=CC=C(C=C1)C